[N+](=O)([O-])C1=C(C(=O)O)C=CC=C1C=C 2-nitro-3-vinylbenzoic acid